O[C@H](C)CC (R)-2-hydroxybutan